C(C)(=O)N1C(CC1)C(=O)NC1=C(C=CC=C1)C(C1=CC=C(C=C1)C(C)C)NC(=O)C1CC1 1-acetyl-N-{2-[(cyclopropylformamido)[4-(propan-2-yl)phenyl]methyl]phenyl}azetidine-2-carboxamide